C(C)(C)(C)C=1C=C(C=C(C1O)C(C)(C)C)C(C(=O)OCCCCCCCCCCCCCCCCCC)C octadecanol (3,5-di-t-butyl-4-hydroxyphenyl)propionate